1,3,5,9-tetramethyl-1,5,9-triazacyclododecane CN1CC(CN(CCCN(CCC1)C)C)C